1,3-diethylnaphthalene C(C)C1=CC(=CC2=CC=CC=C12)CC